NC[C@@]12[C@@H]([C@@H]([C@H](C(OC1)O2)N2C(NCC2)=O)O)O ((1S,2R,3R,4R)-1-(aminomethyl)-2,3-dihydroxy-6,8-dioxabicyclo[3.2.1]oct-4-yl)imidazolidinone